CN(C1=C(C(=CC=2N1N=CN2)C)CC2=CC=C(C=C2)[S@@](=O)(C)=N)C (S)-(4-((5-(dimethylamino)-7-methyl-[1,2,4]triazolo[1,5-a]pyridin-6-yl)methyl)phenyl)(imino)(methyl)-λ6-sulfanone